C1(CC1)CN1C(=CC=2C1=NC=CC2)C2=NC1=C(N2CC=2C=NN(C2C)C)C(=CC(=C1)C(=O)N1C2CCC(C1)[C@H]2N)OC (7R)-2-{2-[1-(cyclopropylmethyl)-1H-pyrrolo[2,3-b]pyridin-2-yl]-1-[(1,5-dimethyl-1H-pyrazol-4-yl)methyl]-7-methoxy-1H-1,3-benzodiazole-5-carbonyl}-2-azabicyclo[2.2.1]heptan-7-amine